tert-Butyl (3R,4S)-4-phenyl-3-[(pyridin-4-ylmethyl)carbamoyl]pyrrolidine-1-carboxylate C1(=CC=CC=C1)[C@@H]1[C@H](CN(C1)C(=O)OC(C)(C)C)C(NCC1=CC=NC=C1)=O